N-(3-chloro-4-fluorophenyl)-2-(methylsulfonyl)pyrimid-4-amine ClC=1C=C(C=CC1F)NC1=NC(=NC=C1)S(=O)(=O)C